5-(Tert-Butoxycarbonylamino)-7-chloro-2-methyl-pyrazolo[1,5-a]pyridine-3-carboxylic acid ethyl ester C(C)OC(=O)C=1C(=NN2C1C=C(C=C2Cl)NC(=O)OC(C)(C)C)C